(1H-pyrazol-4-yl)-8,12-dioxa-5-thiatricyclo[7.4.0.02,6]trideca-1(9),2(6),3-trien-7-one N1N=CC(=C1)C=1C=2C=3COCCC3OC(C2SC1)=O